C(C)(=O)N1C(CC(C2=CC(=CC=C12)C1=CC=C(C=C1)N1CCN(CC1)CC1=C(C=C(C=C1)N1C(NC(CC1)=O)=O)F)NC1=CC=C(C=C1)Cl)C 1-(4-((4-(4-(1-acetyl-4-((4-chlorophenyl)amino)-2-methyl-1,2,3,4-tetrahydroquinolin-6-yl)phenyl)piperazin-1-yl)methyl)-3-fluorophenyl)dihydropyrimidine-2,4(1H,3H)-dione